4-benzylpiperazine-2-carboxamide C(C1=CC=CC=C1)N1CC(NCC1)C(=O)N